(dimethylamino)-3-phenylpropanoate CN(C)C(C(=O)[O-])CC1=CC=CC=C1